(argentiooxy)silver [Ag]O[Ag]